C(CCCCCCCCC)(=O)O[C@@H](CC(=O)N[C@H](CC(=O)OCC1=CC=CC=C1)CO[C@H]1[C@@H]([C@@H](OC(C[C@@H](CCCCCCCCCCC)OC(CCCCCCCCC)=O)=O)[C@H](O)[C@H](O1)CO)NC(=O)OCC(Cl)(Cl)Cl)CCCCCCCCCCC Benzyl (3R)-3-{[(3R)-3-(decanoyloxy)tetradecanoyl]amino}-4-[(3-O-[(3R)-3-(decanoyloxy)tetradecanoyl]-2-deoxy-2-{[(2,2,2-trichloroethoxy)carbonyl]amino}-β-D-glucopyranosyl)oxy]butanoate